(S)-N-[4-[8-amino-6-methyl-3-(trideuteriomethyl)imidazo[1,5-a]pyrazin-1-yl]-2,3-difluoro-phenyl]-2-[3-fluoro-5-(trifluoromethyl)phenyl]-2-hydroxy-acetamide NC=1C=2N(C=C(N1)C)C(=NC2C2=C(C(=C(C=C2)NC([C@@H](O)C2=CC(=CC(=C2)C(F)(F)F)F)=O)F)F)C([2H])([2H])[2H]